3-bromo-1-(tetrahydro-2H-pyran-2-yl)-1H-pyrazolo[4,3-b]pyridine BrC1=NN(C=2C1=NC=CC2)C2OCCCC2